N-(2-amino-2-methylpropyl)-6-(4-methoxy-1H-indol-2-yl)pyrazine-2-carboxamide NC(CNC(=O)C1=NC(=CN=C1)C=1NC2=CC=CC(=C2C1)OC)(C)C